C(CCCCCCCCCCCCCCCCC)(=O)NCCC(C(=O)N)CCCCCCCCCCCCCCCC stearamidoethyl-stearic acid amide